(trans)-[1,1'-bi(cyclopropan)]-2-amine hydrochloride Cl.C1(C(C1)N)C1CC1